zinc diglycolic acid salt C(COCC(=O)[O-])(=O)[O-].[Zn+2]